(S)-1-(1-Acrylpyrrolidin-3-yl)-4-amino-3-((2-fluoro-3,5-dimethoxyphenyl)ethynyl)-N-(2-methoxyethyl)-1H-pyrazolo[4,3-c]pyridine-7-carboxamide C(=O)(C=C)N1C[C@H](CC1)N1N=C(C=2C(=NC=C(C21)C(=O)NCCOC)N)C#CC2=C(C(=CC(=C2)OC)OC)F